3-(5-(((3S,4R)-1-((8-Fluoro-2-(tetrahydro-2H-pyran-4-yl)quinolin-6-yl)methyl)-4-methylpyrrolidin-3-yl)oxy)-1-oxoisoindolin-2-yl)piperidine-2,6-dione FC=1C=C(C=C2C=CC(=NC12)C1CCOCC1)CN1C[C@H]([C@@H](C1)C)OC=1C=C2CN(C(C2=CC1)=O)C1C(NC(CC1)=O)=O